C(C)(C)(C)OC(=O)N1CCC(CC1)C1=CC=C(C=C1)NC1=NC(=CN=C1C#N)N1CC2(COC2)CCC1 4-(4-((3-cyano-6-(2-oxa-6-azaspiro[3.5]nonan-6-yl)pyrazin-2-yl)amino)phenyl)piperidine-1-carboxylic acid tert-butyl ester